10-(2,4-difluorophenyl)-9-(trifluoromethyl)-2,3-dihydro-5H-[1,4]thiazino[2,3,4-ij]quinazoline-5,7(6H)-dione FC1=C(C=CC(=C1)F)C1=C(C=C2C(NC(N3C2=C1SCC3)=O)=O)C(F)(F)F